[Si](C)(C)(C(C)(C)C)O[C@@H]1C[C@H](C2(C1)CCNCC2)N[S@](=O)C(C)(C)C (R)-N-((1R,3S)-3-(tert-butyldimethylsilyloxy)-8-azaspiro[4.5]decan-1-yl)-2-methylpropan-2-sulfinamide